(2S,4R)-1-[(2S)-3,3-dimethyl-2-(6-oxohexanoylamino)butanoyl]-4-hydroxy-N-[(1S)-1-[4-(4-methylthiazol-5-yl)phenyl]ethyl]pyrrolidine-2-carboxamide CC([C@@H](C(=O)N1[C@@H](C[C@H](C1)O)C(=O)N[C@@H](C)C1=CC=C(C=C1)C1=C(N=CS1)C)NC(CCCCC=O)=O)(C)C